Rac-N-(7-chloro-6-((S)-4-(4-hydroxy-3-methyltetrahydrofuran-3-yl)-3-methylpiperazin-1-yl)isoquinolin-3-yl)-6-oxaspiro[2.5]octane-1-carboxamide ClC1=C(C=C2C=C(N=CC2=C1)NC(=O)C1CC12CCOCC2)N2C[C@@H](N(CC2)C2(COCC2O)C)C